ClC1=CC=C(CN2[C@@]3(CCN(C3)C3=NC=C(C=C3)C)C(N(CC2=O)C(C)C)=O)C=C1 (R)-6-(4-chlorobenzyl)-9-isopropyl-2-(5-methyl-pyridin-2-yl)-2,6,9-triazaspiro[4.5]decane-7,10-dione